6-fluoro-2-methyl-10-oxa-2,14,16,18,22-pentaazatetracyclo[13.6.2.04,9.019,23]tricosane FC1CC2CN(C3CCC4NCNC(NCCCOC2CC1)C4N3)C